The molecule is a cyclic hydroxamic acid that consists of 1-hydroxypyridin-2-one bearing methyl and 2,4,4-trimethylpentyl substtituents at positions 4 and 6 respectively. It has a role as an antiseborrheic. It is a cyclic hydroxamic acid, a pyridone and a hydroxypyridone antifungal drug. CC1=CC(=O)N(C(=C1)CC(C)CC(C)(C)C)O